[8-(1-octylnonoxy)-8-oxo-octyl](2S)-4-[3-[2-hydroxyethyl(methyl)amino]propanoyloxy]-1-(6-oxo-6-undecoxy-hexyl)pyrrolidine C(CCCCCCC)C(CCCCCCCC)OC(CCCCCCC[C@@H]1N(CC(C1)OC(CCN(C)CCO)=O)CCCCCC(OCCCCCCCCCCC)=O)=O